((2R,3S)-2-methyl-3-((methylsulfonyl)methyl)azetidin-1-yl)isoquinolin-3-amine C[C@H]1N(C[C@@H]1CS(=O)(=O)C)C1=NC(=CC2=CC=CC=C12)N